methyl 2-(diethylamino)-1-(3,5-dimethylphenyl)-5-methyl-1H-pyrrole-3-carboxylate C(C)N(C=1N(C(=CC1C(=O)OC)C)C1=CC(=CC(=C1)C)C)CC